NC1=NC(=CC(=N1)Cl)C (d)-2-amino-4-chloro-6-methylpyrimidine